C(C)(C)(C)OC(=O)N1C[C@@H](CCC1)CC1=CN(C2=CC=CC=C12)C(=O)OC(C)(C)C tert-butyl 3-{[(3S)-1-(tert-butoxycarbonyl)piperidin-3-yl]methyl}indole-1-carboxylate